C[Si](C(C)C)(C(C)C)C#N methyldiisopropylsilyl cyanide